tert-Butyl 4-{4-[(2-chloro-9H-purin-6-yl)oxy]phenyl}piperazine-1-carboxylate ClC1=NC(=C2N=CNC2=N1)OC1=CC=C(C=C1)N1CCN(CC1)C(=O)OC(C)(C)C